(S)-2-(3-((2-((2,2-difluoropropyl)amino)pyrimidin-4-yl)oxy)pyrrolidin-1-yl)-N-(3-(2-((1,5-dimethyl-1H-pyrazol-3-yl)amino)-5-methylpyrimidin-4-yl)-1H-indol-7-yl)acetamide FC(CNC1=NC=CC(=N1)O[C@@H]1CN(CC1)CC(=O)NC=1C=CC=C2C(=CNC12)C1=NC(=NC=C1C)NC1=NN(C(=C1)C)C)(C)F